(9R)-N-(2-amino-4-((4-hydroxybenzyl)amino)phenyl)-2,3-difluorodecanamide NC1=C(C=CC(=C1)NCC1=CC=C(C=C1)O)NC(C(C(CCCCCCC)F)F)=O